N-(3-piperidyl)acetamide N1CC(CCC1)NC(C)=O